5-(5-((4-((4-((3,4-dichloro-2-fluorophenyl)amino)-7-methoxyquinazolin-6-yl)oxy)cyclohexyl)methyl)-2,5-diazabicyclo[2.2.1]heptan-2-yl)-2-(2,6-dioxopiperidin-3-yl)isoindoline-1,3-dione ClC=1C(=C(C=CC1Cl)NC1=NC=NC2=CC(=C(C=C12)OC1CCC(CC1)CN1C2CN(C(C1)C2)C=2C=C1C(N(C(C1=CC2)=O)C2C(NC(CC2)=O)=O)=O)OC)F